4-(((R)-1-(3-(difluoromethyl)-2-fluorophenyl)-ethyl)amino)-6-((R)-2,2-dimethylcyclopropyl)-2-methyl-2,6-dihydropyrido[3,4-d]pyridazine-1,7-dione FC(C=1C(=C(C=CC1)[C@@H](C)NC1=NN(C(C=2C1=CN(C(C2)=O)[C@H]2C(C2)(C)C)=O)C)F)F